6-(4-tert-Butoxycarbonylpiperazin-1-yl)pyridine-2,3-dicarboxylic acid dimethyl ester COC(=O)C1=NC(=CC=C1C(=O)OC)N1CCN(CC1)C(=O)OC(C)(C)C